ClC1=CC=C(OC2=CC=C(CN3CC4C(C3)CN(C4)C(=O)N4N=C(C=C4)NS(=O)(=O)C)C=C2)C=C1 N-(1-(5-(4-(4-Chlorophenoxy)benzyl)octahydropyrrolo[3,4-c]pyrrole-2-carbonyl)-1H-pyrazol-3-yl)methanesulfonamide